7-methyl-5-(1-methyl-1H-pyrazol-4-yl)-6-(3-azaspiro[5.5]undec-8-en-9-yl)-7H-pyrrolo[2,3-d]pyrimidin-4-amine CN1C(=C(C2=C1N=CN=C2N)C=2C=NN(C2)C)C2=CCC1(CCNCC1)CC2